FC=1C(=NC(=NC1)OCC1=CC=C(C=C1)F)N 5-fluoro-2-[(4-fluorobenzyl)oxy]pyrimidine-4-amine